C(C)(C)NC1=C(C=NC2=CC=C(C=C12)C=1C=NNC1)C=1N=NN(C1)C1CCN(CC1)C(C)=O 1-(4-(4-(4-(isopropylamino)-6-(1H-pyrazol-4-yl)quinolin-3-yl)-1H-1,2,3-triazol-1-yl)piperidin-1-yl)ethan-1-one